[Ag].[Fe] Iron-Silver